decane-5,6-diol CCCCC(C(CCCC)O)O